COC1=C(C=CC(=C1)OC)CNC=1C2=C(N=CN1)NC=C2N2N=CC=C2 N-[(2,4-dimethoxyphenyl)methyl]-5-(1H-pyrazol-1-yl)-7H-pyrrolo[2,3-d]pyrimidin-4-amine